FC=1C=C2N=CC=3N(C(N4CCOC(=C2C34)C1C=1C=NN(C1)C)=O)C 6-fluoro-2-methyl-7-(1-methyl-1H-pyrazol-4-yl)-9,10-Dihydro-8-oxa-2,4,10a-triazanaphtho[2,1,8-cde]azulene-1(2H)-one